4-[4-[[2,6-dioxo-3-piperidyl]amino]phenyl]piperidine-1-carboxylic acid tert-butyl ester C(C)(C)(C)OC(=O)N1CCC(CC1)C1=CC=C(C=C1)NC1C(NC(CC1)=O)=O